2-(1-isopropyl-piperidin-4-yl)-ethylamine C(C)(C)N1CCC(CC1)CCN